2-[[6-[5-chloro-3-[1-(tetrahydrothiopyran-4-ylmethyl)pyrazol-4-yl]quinoxalin-6-yl]oxy-2-methyl-benzimidazol-1-yl]methoxy]ethyl-trimethyl-silane ClC1=C2N=C(C=NC2=CC=C1OC=1C=CC2=C(N(C(=N2)C)COCC[Si](C)(C)C)C1)C=1C=NN(C1)CC1CCSCC1